2-Cyclobutyl-N-{(1S)-1-(4-methylcyclohexyl)-2-oxo-2-[(2-oxospiro[1H-pyrrolo[3,2-c]-pyridine-3,4'-oxane]-6-yl)-amino]ethyl}pyrazole-3-carboxamide C1(CCC1)N1N=CC=C1C(=O)N[C@H](C(NC1=CC2=C(C=N1)C1(CCOCC1)C(N2)=O)=O)C2CCC(CC2)C